(R)-N-((3S,4R)-6-fluoro-3-hydroxy-2,2-dimethylchroman-4-yl)-4-(2-imino-4,4-dimethyl-6-oxotetrahydropyrimidin-1(2H)-yl)-2,2-dimethylchromane-6-carboxamide FC=1C=C2[C@H]([C@@H](C(OC2=CC1)(C)C)O)NC(=O)C=1C=C2[C@@H](CC(OC2=CC1)(C)C)N1C(NC(CC1=O)(C)C)=N